BrC1=CC=C2C=C3C(=NC2=C1)NCC3 7-bromo-2,3-dihydro-1H-pyrrolo[2,3-b]quinoline